2,8-di(9H-carbazole-9-yl)dibenzo[B,d]thiophene C1=CC=CC=2C3=CC=CC=C3N(C12)C1=CC2=C(SC3=C2C=C(C=C3)N3C2=CC=CC=C2C=2C=CC=CC32)C=C1